COC(=O)C1=CC2=C(N=CN2)C=C1 Benzimidazole-5-carboxylic acid methyl ester